undecane-2,4-diol CC(CC(CCCCCCC)O)O